Cl.Cl.S1C[C@H](C2=NC=CC=C21)CN |o1:4| rel-1-[(3S)-2,3-dihydrothieno[3,2-b]pyridin-3-yl]methanamine dihydrochloride